C(#N)C1=CC(=C(COC2=CC=CC(=N2)C2=CC(=C(CC3=NC4=C(N3[C@@H]3CNCC35CC5)C=C(C=C4)C(=O)O)C=C2F)F)C=C1)F (S)-2-(4-(6-((4-cyano-2-fluorobenzyl)oxy)pyridin-2-yl)-2,5-difluorobenzyl)-1-(5-azaspiro[2.4]heptan-7-yl)-1H-benzo[d]imidazole-6-carboxylic acid